N-(3-(dimethylamino)propyl)-2-(6-methyl-4-(trifluoromethyl)pyridin-2-yl)-5-oxo-N-(2,3,4-trifluorophenyl)pyrazolidine-3-carboxamide CN(CCCN(C(=O)C1N(NC(C1)=O)C1=NC(=CC(=C1)C(F)(F)F)C)C1=C(C(=C(C=C1)F)F)F)C